C(C=C)(=O)OCCCC α-butyl acrylate